FC(OC=1C=CC(=C(C1)C1=NN(C=2C1=NC=C(C2)C(=O)NC2(CS(C2)(=O)=O)C)C(C)C(C)(C)O)F)F 3-(5-(difluoromethoxy)-2-fluorophenyl)-1-(3-hydroxy-3-methylbutan-2-yl)-N-(3-methyl-1,1-dioxidothietan-3-yl)-1H-pyrazolo[4,3-b]pyridine-6-carboxamide